C(CCCCCCCCCCC)N1C(CC(C1)C(=O)O)=O 1-lauryl-4-carboxy-2-pyrrolidone